2,6-dimethyl-3-hepten-2,4,6-triol CC(C)(C=C(CC(C)(O)C)O)O